3-(2-chloro-8-oxo-7,8-dihydro-9H-purin-9-yl)adamantane-1-carbonitrile ClC1=NC=C2NC(N(C2=N1)C12CC3(CC(CC(C1)C3)C2)C#N)=O